C(C)(C)(C)OCCO Ethylene glycol tertiary butyl ether